(8-amino-2-(2-fluoro-6-((6-methyl-5-oxo-2,6-diazaspiro[3.4]oct-2-yl)methyl)benzyl)-5-(pyrimidin-4-yl)-[1,2,4]triazolo[1,5-a]pyrazin-6-yl)benzonitrile NC=1C=2N(C(=C(N1)C1=C(C#N)C=CC=C1)C1=NC=NC=C1)N=C(N2)CC2=C(C=CC=C2CN2CC1(C2)C(N(CC1)C)=O)F